C(C)C=1C=C(C=CC1)C=1C=C(C(=NC1)C(=O)N1CCC(CC1)CN1CCN(CC1)C(C1=C(C=CC(=C1)CC1=NNC(C2=CC=CC=C12)=O)F)=O)NC(CNCC1=CC(=CC=C1)C)=O N-(5-(3-ethylphenyl)-2-(4-((4-(2-fluoro-5-((4-oxo-3,4-dihydrophthalazin-1-yl)methyl)benzoyl)piperazin-1-yl)methyl)piperidine-1-carbonyl)pyridin-3-yl)-2-((3-methylbenzyl)amino)acetamide